C(OC(C(C(C(F)(F)F)(F)F)(F)F)(F)F)([O-])=O perfluorobutyl carbonate